2-amino-3-bromo-5,6-dimethylisonicotinic acid methyl ester COC(C1=C(C(=NC(=C1C)C)N)Br)=O